(R)-N-(2-(3-(dimethylamino)pyrrolidin-1-yl)-5-((4-(7-methoxy-1-methyl-1H-indol-3-yl)-5-(trifluoromethyl)pyrimidin-2-yl)amino)phenyl)acetamide CN([C@H]1CN(CC1)C1=C(C=C(C=C1)NC1=NC=C(C(=N1)C1=CN(C2=C(C=CC=C12)OC)C)C(F)(F)F)NC(C)=O)C